1-cyclohexyl-3-(3-dimethylaminopropyl)carbodiimide hydrochloride Cl.C1(CCCCC1)N=C=NCCCN(C)C